FC1=CC=CC(=N1)CC#N 2-(6-fluoropyridin-2-yl)acetonitrile